silicon-copper-zinc [Zn].[Cu].[Si]